[O-]C#N.[NH4+] Ammonium Cyanate